1-(4-(tert-butyl)benzyl)-4-(2,4-difluorophenyl)piperazine hydrochloride Cl.C(C)(C)(C)C1=CC=C(CN2CCN(CC2)C2=C(C=C(C=C2)F)F)C=C1